5-BROMO-3H-IMIDAZOLE-4-CARBALDEHYDE BrC1=C(NC=N1)C=O